(R,Z)-1-(3-bromopyridin-4-yl)hex-4-en-1-amine BrC=1C=NC=CC1[C@@H](CC\C=C/C)N